(S)-3-((R)-2-((2,5-bis(trifluoromethyl)pyrazolo[1,5-a]pyrimidin-7-yl)amino)-1-(4-fluorophenyl)ethyl)pyrrolidine-1-carboxamide FC(C1=NN2C(N=C(C=C2NC[C@@H](C2=CC=C(C=C2)F)[C@H]2CN(CC2)C(=O)N)C(F)(F)F)=C1)(F)F